7-(1-ethyl-7,9-difluoro-4,4-dimethyl-5H-[1,2,4]triazolo[4,3-a]quinoxalin-8-yl)-5-fluoro-1H-indole-3-carbonitrile C(C)C1=NN=C2N1C1=C(C(=C(C=C1NC2(C)C)F)C=2C=C(C=C1C(=CNC21)C#N)F)F